O=C1NC(CCC1N1C(C2=CC=CC(=C2C1=O)NCC(=O)NCC(=O)NC1=CC(=C(N=N1)C(=O)NC)NC1=C(C(=CC=C1)C1=NN(C=N1)C)OC)=O)=O 6-(2-(2-((2-(2,6-Dioxopiperidin-3-yl)-1,3-dioxoisoindolin-4-yl)amino)acetamido)acetamido)-4-((2-methoxy-3-(1-methyl-1H-1,2,4-triazol-3-yl)phenyl)amino)-N-methylpyridazine-3-carboxamide